ClC1=C(COC=2C(=C3CCC(C3=CC2)N2CCC(CC2)C(=O)OC)C)C(=CC=C1)Cl methyl 1-(5-((2,6-dichlorobenzyl)oxy)-4-methyl-2,3-dihydro-1H-inden-1-yl)piperidine-4-carboxylate